4-chloro-6-methyl-5-vinyl-pyridin-2-amine ClC1=CC(=NC(=C1C=C)C)N